ClC1=CC=2N(C(=C1NC(=O)C1=CC(=NN1C1=NC=CC=C1Cl)OC)C(=O)NC1CC1)N=CC2 5-Chloro-6-(1-(3-chloropyridin-2-yl)-3-methoxy-1H-pyrazol-5-carboxamido)-N-cyclopropylpyrazolo[1,5-a]pyridin-7-carboxamid